FC(C1=NC=CC=C1SC=1N=C2C(=NC1)NC(N2)=O)(F)F 5-[(2-(trifluoromethyl)pyridin-3-yl)thio]-1,3-dihydro-2H-imidazo[4,5-b]pyrazin-2-one